6-Chloro-4-((3-(1-cyclopropyl-1H-1,2,4-triazol-3-yl)-5-fluoro-2-methoxyphenyl)amino)-N-Ethoxynicotinamide ClC1=NC=C(C(=O)NOCC)C(=C1)NC1=C(C(=CC(=C1)F)C1=NN(C=N1)C1CC1)OC